chromium(III) sulfate S(=O)(=O)([O-])[O-].[Cr+3].S(=O)(=O)([O-])[O-].S(=O)(=O)([O-])[O-].[Cr+3]